7-(6-(((1r,2r,3s,5s)-2-fluoro-9-azabicyclo[3.3.1]non-3-yl)oxy)pyridazin-3-yl)-6-hydroxy-2-methylisoquinolin-1(2H)-one F[C@@H]1[C@H]2CCC[C@@H](C[C@@H]1OC1=CC=C(N=N1)C1=C(C=C3C=CN(C(C3=C1)=O)C)O)N2